(E)- or (Z)-4-((2-(2-(2-methoxyethoxy)ethoxy)ethoxy)imino)-1,3-dimethyl-9-oxo-4,9-dihydro-1H-naphtho[2,3-d]imidazolium COCCOCCOCCON=C1C2=CC=CC=C2C(C=2[NH+](CN(C21)C)C)=O